ClC1=C(C=C(C=C1)C1=NN=C(O1)C12CC(C1)(C2)C(=O)NC(COC2CCC2)=O)F N-[1-[5-(4-chloro-3-fluoro-phenyl)-1,3,4-oxadiazol-2-yl]-3-bicyclo[1.1.1]pentanoyl]-2-(cyclobutoxy)acetamide